1-(4-(trifluoromethyl)pyridin-2-yl)-5-(trifluoromethyl)-1H-pyrazole-4-carboxylic acid FC(C1=CC(=NC=C1)N1N=CC(=C1C(F)(F)F)C(=O)O)(F)F